BrC1CCN2C1=NC1=C2C=C(C=C1)C(=O)OC methyl 3-bromo-2,3-dihydro-1H-benzo[d]pyrrolo[1,2-a]imidazole-7-carboxylate